2-(9-bromononyl)oxirane 1-Tert-Butyl-(2-(2-(2-((2-(2,6-dioxopiperidin-3-yl)-1,3-dioxoisoindolin-4-yl)amino)ethoxy)ethoxy)ethyl)carbamate C(C)(C)(C)C(COCCOCCNC1=C2C(N(C(C2=CC=C1)=O)C1C(NC(CC1)=O)=O)=O)NC(O)=O.BrCCCCCCCCCC1OC1